5-methyl-7,8-dihydropteridin-6(5H)-one CN1C=2C=NC=NC2NCC1=O